ClC1=C(OCC=2C=C(C=CC2)[C@@H]2CN(CC2)CC2=NC3=C(N2C[C@H]2OCC2)C=C(C=C3)C(=O)O)C=CC(=C1)Cl 2-{[(3R)-3-{3-[(2,4-dichlorophenoxy)methyl]phenyl}pyrrolidin-1-yl]methyl}-1-{[(2S)-oxetan-2-yl]methyl}-1H-1,3-benzodiazole-6-carboxylic acid